NC1=C(C=C(CN[C@H]2[C@@H](CCC2)O)C=C1C(F)(F)F)[N+](=O)[O-] (1r,2r)-2-((4-amino-3-nitro-5-(trifluoromethyl)benzyl)amino)cyclopentane-1-ol